3-(6-amino-1-methyl-indol-3-yl)piperidine-2,6-dione NC1=CC=C2C(=CN(C2=C1)C)C1C(NC(CC1)=O)=O